C(#N)C=1C=NN2C1C=CC(=C2)C=2C=NN(C2)C 3-cyano-6-(1-methyl-1H-pyrazol-4-yl)pyrazolo[1,5-a]Pyridine